chromium-chromium oxide [O-2].[Cr+3].[Cr+3].[O-2].[O-2]